CC1=CC=C(C=C1)S(=O)(=O)O.FC1=CC=C(C=C1)C1(CCOC2(CCCC2)C1)CCNCC1=C(C=CC=C1)C1=CC=NC=C1 2-(9-(4-fluorophenyl)-6-oxaspiro[4.5]decan-9-yl)-N-(2-(pyridin-4-yl)benzyl)ethylamine monop-toluenesulfonate